COC=1C=C(C=C(C1OC)OC)C1=NC(=C2C=CC=NC2=C1)O[C@H](C)[C@@H]1CCNC1 (R)-4-{(R)-1-[7-(3,4,5-trimethoxy-phenyl)-[1,6]naphthyridin-5-yloxy]-ethyl}pyrrolidine